CC1(OCC(CO1)COS(=O)(=O)C)C methanesulfonic acid-(2,2-dimethyl-1,3-dioxane-5-yl)methyl ester